2,4,4,6,8,8-Hexanitro-2,6-diazaadamantane [N+](=O)([O-])N1C2C(C3N(C(C(C1C3)([N+](=O)[O-])[N+](=O)[O-])C2)[N+](=O)[O-])([N+](=O)[O-])[N+](=O)[O-]